(pyridin-4-yl)-2,6-naphthyridin-1(2H)-one N1=CC=C(C=C1)N1C(C2=CC=NC=C2C=C1)=O